CC1=C(N(C=C1C1(CC1)C=1C=NC(=CC1)C(F)(F)F)S(=O)(=O)C1=CC=C(C=C1)C)C(=O)OCC ethyl 3-methyl-1-(4-methylbenzenesulfonyl)-4-(1-(6-(trifluoromethyl)pyridin-3-yl)cyclopropyl)-1H-pyrrole-2-carboxylate